9-[1-[[6-chloro-2-(4-hydroxy-1-piperidinyl)-3-pyridinyl]amino]ethyl]-4,7-dimethyl-3-(1-methyl-4-piperidinyl)pyrazolo[3,4-c]isoquinolin-5-one ClC1=CC=C(C(=N1)N1CCC(CC1)O)NC(C)C=1C=2C3=C(N(C(C2C=C(C1)C)=O)C)N(N=C3)C3CCN(CC3)C